methyl (S)-2-(5-(4-bromophenyl)-7-methoxy-2-oxo-2,3-dihydro-1H-benzo[e][1,4]diazepin-3-yl)acetate BrC1=CC=C(C=C1)C=1C2=C(NC([C@@H](N1)CC(=O)OC)=O)C=CC(=C2)OC